C(C)(=O)OC(C)CCCCC 2-heptanol acetate